C(CC[C@@H](C(=O)O)NC(=O)C1=CC=C(NCC2CNC=3N=C(N)NC(=O)C3N2)C=C1)(=O)[O-] tetrahydrofolic acid anion